1-(3-cyano-1-isopropyl-1H-indol-5-yl)-1H-pyrazole-4-Formic acid [(2R,3S)-3-amino-4-methoxy-4-oxobut-2-yl] ester N[C@@H]([C@@H](C)OC(=O)C=1C=NN(C1)C=1C=C2C(=CN(C2=CC1)C(C)C)C#N)C(=O)OC